((2R,3S,4R,5R)-5-(4-aminopyrrolo[2,1-f][1,2,4]triazin-7-yl)-5-cyano-3,4-dihydroxytetrahydrofuran-2-yl)methyl ((R)-2-(benzyloxy)-3-(((E)-octadec-9-en-1-yl)oxy)propyl) hydrogen phosphate P(=O)(OC[C@H]1O[C@@]([C@@H]([C@@H]1O)O)(C#N)C1=CC=C2C(=NC=NN21)N)(OC[C@@H](COCCCCCCCC\C=C\CCCCCCCC)OCC2=CC=CC=C2)O